ClC1=C(C(=CC=C1Cl)OCOCC[Si](C)(C)C)[C@H]1CC(N(C1)C=1C=NN(C1)CP(=O)(C)C)=S |r| rac-4-(2,3-dichloro-6-((2-(trimethylsilyl)ethoxy)methoxy)phenyl)-1-(1-((dimethylphosphoryl)methyl)-1H-pyrazol-4-yl)pyrrolidine-2-thione